N1(N=CC=C1)CC=1C=CC(=NC1OC)C(=O)NS(=O)(=O)C1=C(C=C(C=C1C)OC)OC 5-((1H-pyrazol-1-yl)methyl)-N-((2,4-dimethoxy-6-methylphenyl)sulfonyl)-6-methoxypicolinamide